FC(C(C(C(C(C(C(C(F)(F)F)(F)F)(F)F)(F)F)(F)F)(F)F)(F)F)(CCCCCCCCCCCCCC)F heptadecafluorodocosane